1-[({4-[4-(azetidinylcarbonyl)piperazinyl]-1-[5-(difluoromethyl)(1,3,4-thiadiazol-2-yl)]-1H-indazol-6-yl}sulfonyl)amino]cyclopropanecarbonitrile N1(CCC1)C(=O)N1CCN(CC1)C1=C2C=NN(C2=CC(=C1)S(=O)(=O)NC1(CC1)C#N)C=1SC(=NN1)C(F)F